Tri(2,3-dimethyl-3-hexyl)citrat CC(C)C(CCC)(C)C(C(C(C(=O)[O-])(C(C(C)C)(CCC)C)C(C(C)C)(CCC)C)(O)C(=O)[O-])C(=O)[O-]